BrC=1N=C(SC1)C=1C(=NC=C(C1)F)C(=O)N (4-bromothiazol-2-yl)-5-fluoropyridinamide